FCC1(CC1)C#CC1=NC(=NC(=N1)N[C@@H](C(F)(F)F)C)N[C@@H](C(F)(F)F)C 6-((1-(Fluoromethyl)cyclopropyl)ethynyl)-N2,N4-bis((R)-1,1,1-trifluoroprop-2-yl)-1,3,5-triazine-2,4-diamine